OC(CCCCCCCC(=O)O)CC\C=C/CCCCC 9-Hydroxy-(Z)-octadec-12-enoic acid